5-[3-{[(1R,4r)-4-aminocyclohexyl]amino}-4-(trifluoromethoxy)phenyl]-1,3,4-oxadiazol-2(3H)-one NC1CCC(CC1)NC=1C=C(C=CC1OC(F)(F)F)C1=NNC(O1)=O